C(#C)C1=CC(=C(C=C1)C1=C(C=C(N=N1)NC(CNC1CC1)=O)C)O N-(6-(4-ethynyl-2-hydroxyphenyl)-5-methylpyridazin-3-yl)-2-(cyclopropylamino)acetamide